N1=CC=C(C=C1)C=1C=CC2=C(N(C(=N2)C2=NN(C3=CC=C(C=C23)C(=O)O)COCC[Si](C)(C)C)COCC[Si](C)(C)C)C1 3-(6-(pyridin-4-yl)-1-((2-(trimethylsilyl)ethoxy)methyl)-1H-benzo[d]imidazol-2-yl)-1-((2-(trimethylsilyl)ethoxy)methyl)-1H-indazole-5-carboxylic acid